CN1C=NC(=C1C=1C=CC=2N(C1)C=CN2)C=2C=C(C=CC2)C 6-(1-Methyl-4-(m-tolyl)-1H-imidazol-5-yl)imidazo[1,2-a]pyridine